6-((2S,4R)-2-(4-fluorobenzyl)-4-methylazepan-1-yl)-4-morpholinopyridin-2(1H)-one FC1=CC=C(C[C@H]2N(CCC[C@H](C2)C)C2=CC(=CC(N2)=O)N2CCOCC2)C=C1